FC1(CCN(CC1)C=1C(=NC2=CC=C(C=C2C1)[N+](=O)[O-])NCC1=CC=C(C=C1)OC)F (4,4-difluoropiperidin-1-yl)-N-(4-methoxybenzyl)-6-nitroquinolin-2-amine